ClC(C)C1=C(C=C2C(=N1)OCC2)F (+)-6-[1-chloroethyl]-5-fluoro-2,3-dihydrofuro[2,3-b]pyridine